N-octadecyl-anilinium tetrakis(pentafluorophenyl)borate FC1=C(C(=C(C(=C1[B-](C1=C(C(=C(C(=C1F)F)F)F)F)(C1=C(C(=C(C(=C1F)F)F)F)F)C1=C(C(=C(C(=C1F)F)F)F)F)F)F)F)F.C(CCCCCCCCCCCCCCCCC)[NH2+]C1=CC=CC=C1